1-(1-(4-(5-(2-azaspiro[3.3]heptan-2-yl)pyridin-3-yl)-1H-1,2,3-triazol-1-yl)ethyl)-4-((R)-3-((cyclobutylmethyl)amino)piperidin-1-yl)pyridin-2(1H)-one C1N(CC12CCC2)C=2C=C(C=NC2)C=2N=NN(C2)C(C)N2C(C=C(C=C2)N2C[C@@H](CCC2)NCC2CCC2)=O